CC1=NC(=CC=C1O[C@@H]1C[C@H](CCC1)C(=O)OC)[Sn](CCCC)(CCCC)CCCC (1S,3S)-Methyl 3-((2-methyl-6-(tributylstannyl)pyridin-3-yl)oxy)cyclohexane-1-carboxylate